C[C@@H]1[C@H]([C@@H]([C@H]([C@H](O1)OP(=O)(O)OP(=O)(O)OC/C=C(/C)\\CC/C=C(/C)\\CC/C=C(/C)\\CC/C=C(/C)\\CC/C=C(/C)\\CC/C=C(/C)\\CC/C=C(/C)\\CC/C=C(\\C)/CC/C=C(\\C)/CC/C=C(\\C)/CCC=C(C)C)NC(=O)C)O[C@@H]2[C@@H]([C@H]([C@H]([C@H](O2)CO)O)O)NC(=O)C)NC(=O)C The molecule is a polyprenyl glycosyl phosphate consisting of N-acetyl-alpha-D-galactosaminyl-(1->3)-N,N'-diacetyl-alpha-D-bacillosamine linked via a diphospho group to tritrans,heptacis-undecaprenol. It is a conjugate acid of a N-acetyl-alpha-D-galactosaminyl-(1->3)-N,N'-diacetyl-alpha-D-bacillosaminyl-tritrans,heptacis-undecaprenyl diphosphate(2-).